NCC1=NNC(C2=CC=C(C=C12)C=1C=NNC1C1=C(C#N)C(=CC(=C1F)Cl)OC1CC1)=O 2-(4-(4-(aminomethyl)-1-oxo-1,2-dihydrophthalazin-6-yl)-1H-pyrazol-5-yl)-4-chloro-6-cyclopropoxy-3-fluorobenzonitrile